n-butylsuccinic anhydride C(CCC)C1C(=O)OC(C1)=O